3-(3-aminophenoxy)phthalonitrile NC=1C=C(OC2=C(C(C#N)=CC=C2)C#N)C=CC1